9-ethyl-6-nitro-9H-carbazole-3-carbaldehyde C(C)N1C2=CC=C(C=C2C=2C=C(C=CC12)C=O)[N+](=O)[O-]